8-methyl-7-[(2-methyl-3H-benzimidazol-5-yl)oxy]-2-[1-(4-piperidylmethyl)pyrazol-4-yl]quinoxalinevaleryl-CoA CC=1C(=CC=C2N=CC(NC12)(CCCCC(=O)SCCNC(CCNC([C@@H](C(COP(OP(OC[C@@H]1[C@H]([C@H]([C@@H](O1)N1C=NC=2C(N)=NC=NC12)O)OP(=O)(O)O)(=O)O)(=O)O)(C)C)O)=O)=O)C=1C=NN(C1)CC1CCNCC1)OC1=CC2=C(N=C(N2)C)C=C1